C(CCC)[Sn](C1=COC=C1)(CCCC)CCCC tributyl-(furan-3-yl)stannane